OC=1C=CC(=C2C=CC=NC12)N=NC1=CC=NC2=C3N=CC=CC3=CC=C12 4-(8-hydroxy-5-quinolylazo)phenanthroline